BrC1=CC=C(C(=S)SC(CC2=CC=CC=C2)C)C=C1 1-phenylprop-2-yl p-bromodithiobenzoate